N-(2-(4-fluoro-7-methoxynaphthalen-1-yl)ethyl)acetamide FC1=CC=C(C2=CC(=CC=C12)OC)CCNC(C)=O